BrCCOCCOCCO 2-(2-(2-bromoethoxy)ethoxy)ethan-1-ol